BrPC1=CC=CC=2C3=CC=CC=C3NC12 bromophosphinocarbazole